2-(2,7-dimethyl-2H-pyrazolo[3,4-c]pyridin-5-yl)-7-(1,2,3,6-tetrahydropyridin-4-yl)-4H-pyrido[1,2-a]pyrimidin-4-one CN1N=C2C(=NC(=CC2=C1)C=1N=C2N(C(C1)=O)C=C(C=C2)C=2CCNCC2)C